C[C@H]1[C@@H]([C@H]([C@H]([C@@H](O1)O[C@H]2[C@@H]([C@H](O[C@H]([C@@H]2O)OCCS)CO)O)O)O)O The molecule is a glycoside that consists of 2-sulfanylethyl beta-D-glucoside having an alpha-L-rhamnosyl residue at the 3-position. It is a glycoside and a disaccharide derivative.